1-(((S)-5-chloro-8-((5-(difluoromethyl)-1-methyl-1H-1,2,3-triazol-4-yl)methoxy)-2-((S)-piperidine-2-carbonyl)-1,2,3,4-tetrahydroisoquinolin-1-yl)methyl)pyrrolidin-2-one ClC1=C2CCN([C@@H](C2=C(C=C1)OCC=1N=NN(C1C(F)F)C)CN1C(CCC1)=O)C(=O)[C@H]1NCCCC1